COC1=CC=C(CN2N=CC3C2N=CC=C3C(=O)[O-])C=C1 1-(4-methoxybenzyl)-3a,7a-dihydro-1H-pyrazolo[3,4-b]pyridine-4-carboxylate